S1C(=NC2=C1C=CC=C2)C2=C(C=CC=C2)N=CC=CC2=CC=CC=C2 N-(2-(benzo[d]thiazol-2-yl)phenyl)-3-phenylpropan-2-en-1-imine